3-[(S)-(1,3-Dimethyl-azetidin-3-yl)-hydroxy-(4-isopropyl-phenyl)-methyl]-benzoic acid CN1CC(C1)(C)[C@@](C=1C=C(C(=O)O)C=CC1)(C1=CC=C(C=C1)C(C)C)O